di(n-propyl)methyl-(butoxy)silane C(CC)[Si](OCCCC)(C)CCC